C(#N)C1(CC1)N(S(=O)(=O)C1=CC=2N(C(=C1)N1CCN(CC1)C(C(C)C)=O)N=CC2)CC2=CC=C(C=C2)OC N-(1-cyanocyclopropyl)-N-[(4-methoxyphenyl)methyl]-7-[4-(2-methylpropionyl)piperazin-1-yl]Pyrazolo[1,5-a]pyridine-5-sulfonamide